4-ethyl-N-(5-(isoquinolin-6-yl)thiazol-2-yl)piperazine-1-carboxamide C(C)N1CCN(CC1)C(=O)NC=1SC(=CN1)C=1C=C2C=CN=CC2=CC1